OP(O)OP(O)O.C(CCCCCCCCCCCC)C(C(C(C1=C(C=C(C(=C1)C(C)(C)C)O)C)(C1=C(C=C(C(=C1)C(C)(C)C)O)C)CCCCCCCCCCCCC)(CCCCCCCCCCCCC)CCCCCCCCCCCCC)C tetratridecyl-4,4'-butylidenebis(3-methyl-6-t-butylphenol) diphosphite